[4-(2-hydroxyethoxymethyl)-6-(trifluoromethyl)-1,3-benzothiazol-2-yl]carbamate OCCOCC1=CC(=CC2=C1N=C(S2)NC([O-])=O)C(F)(F)F